1-(11Z-docosenoyl)-2-(6Z,9Z,12Z-octadecatrienoyl)-glycero-3-phospho-(1'-sn-glycerol) CCCCCCCCCC/C=C\CCCCCCCCCC(=O)OC[C@H](COP(=O)(O)OC[C@H](CO)O)OC(=O)CCCC/C=C\C/C=C\C/C=C\CCCCC